methyl (2R,4R)-1-benzyloxycarbonyl-2-methylpiperidine-4-carboxylate C(C1=CC=CC=C1)OC(=O)N1[C@@H](C[C@@H](CC1)C(=O)OC)C